ClC1=C(C=CC=C1)N1/C(/SC=C1CN(C)C)=N/C(=O)C1=CNC2=NC=CC=C21 (Z)-N-(3-(2-Chlorophenyl)-4-((dimethylamino)methyl)thiazol-2(3H)-ylidene)-1H-pyrrolo[2,3-b]pyridine-3-carboxamide